2-cyano-4-((3-(4-(difluoromethoxy)phenyl)imidazo[1,2-a]pyrazin-8-yl)amino)benzoic acid C(#N)C1=C(C(=O)O)C=CC(=C1)NC=1C=2N(C=CN1)C(=CN2)C2=CC=C(C=C2)OC(F)F